9-(2,3-difluoro-6-(2-morpholinothiazol-4-yl)phenoxy)-N-(4-(2,6-dioxopiperidin-3-yl)phenyl)nonanamide FC1=C(OCCCCCCCCC(=O)NC2=CC=C(C=C2)C2C(NC(CC2)=O)=O)C(=CC=C1F)C=1N=C(SC1)N1CCOCC1